N1CC\C(\CCC1)=C/C=1N=NC(=CN1)C1=C(C=C(C=C1)N1C=NC=C1)O (Z)-2-(3-(azepan-4-ylidenemethyl)-1,2,4-triazin-6-yl)-5-(1H-imidazol-1-yl)phenol